COC1=CC=2C(C3=CC(=CC=C3OC2C=C1)OC)=O 2,7-dimethoxyxanthene-9-one